(R)-1-(2-chloropyridin-3-yl)ethyl (4-(5-(3-methoxybicyclo[1.1.1]pentane-1-carboxamido)pyridin-2-yl)-1-methyl-1H-1,2,3-triazol-5-yl)carbamate COC12CC(C1)(C2)C(=O)NC=2C=CC(=NC2)C=2N=NN(C2NC(O[C@H](C)C=2C(=NC=CC2)Cl)=O)C